CS(=O)(=O)C(C)C1=CC=C(C=C1)NC=1N=CC2=C(N1)CN(CC2)C2=C(C1=C(OCCN1C(=O)OC(C)(C)C)N=C2)C tert-butyl 7-(2-{[4-(1-methanesulfonylethyl) phenyl] amino}-5H,6H,7H,8H-pyrido[3,4-d]pyrimidin-7-yl)-8-methyl-1H,2H,3H-pyrido[2,3-b][1,4]oxazine-1-carboxylate